11-((3-Ethoxypropyl)amino)-3-iodo-6-methyl-6,11-dihydrodibenzo[c,f][1,2]thiazepine 5,5-dioxide C(C)OCCCNC1C2=C(N(S(C3=C1C=CC(=C3)I)(=O)=O)C)C=CC=C2